NC1=C(SC2=NC(=CC=C21)C)C(=O)N[C@H]2CC=1C=CC(=C(C1CC2)C#N)N2CC1CCC(C2)N1C(=O)OC(C)(C)C tert-Butyl 3-((R)-6-(3-amino-6-methylthieno[2,3-b]pyridine-2-carboxamido)-1-cyano-5,6,7,8-tetrahydronaphthalen-2-yl)-3,8-diazabicyclo[3.2.1]octane-8-carboxylate